(Z)-3-((4-(benzo[d][1,3]dioxol-5-ylmethylene)-5-oxo-4,5-dihydro-1H-imidazol-2-yl)(phenyl)amino)propanoic acid O1COC2=C1C=CC(=C2)\C=C\2/N=C(NC2=O)N(CCC(=O)O)C2=CC=CC=C2